(R)-2-ethoxy-1-(4-(ethylsulfonyl)phenyl)ethylamine C(C)OC[C@@H](C1=CC=C(C=C1)S(=O)(=O)CC)N